Ethylene bis-(oxyethylene) bis-(3-(5-tert-butyl-4-hydroxy-m-tolyl) propionate) C(C)(C)(C)C=1C(=C(C=C(C1)C)CCC(=O)O)O.C(C)(C)(C)C=1C(=C(C=C(C1)C)CCC(=O)O)O.C(COC=C)OC=C